NC=1C(=NC(=C(C1)F)C1=C(C=CC=C1F)F)C(=O)NC=1C(=C2C(=NC1)OCC2)N2C[C@H]([C@@H]([C@H](C2)C)O)N 3-amino-N-{4-[(3R,4R,5S)-3-amino-4-hydroxy-5-methylpiperidin-1-yl]-2,3-dihydrofuro[2,3-b]pyridin-5-yl}-6-(2,6-difluorophenyl)-5-fluoropyridine-2-carboxamide